3-[4-cyclopropyl-2,5-dioxo-imidazolidin-4-yl]-2-methyl-propionic acid tert-butyl ester C(C)(C)(C)OC(C(CC1(NC(NC1=O)=O)C1CC1)C)=O